1,4':1',4''-terpiperidin N1(CCCCC1)C1CCN(CC1)C1CCNCC1